1-[4-(2-hydroxy-3-{[4-(2-methylpropan-2-yl)phenyl]oxy}propyl)piperazin-1-yl]butan-2-ol OC(CN1CCN(CC1)CC(CC)O)COC1=CC=C(C=C1)C(C)(C)C